F[C@H]1C(N[C@@H](C12CC2)COC2=NC=CC1=CC(=C(C=C21)OC(C)C)C(=O)N)=O 1-(((4S,7R)-7-fluoro-6-oxo-5-azaspiro[2.4]heptan-4-yl)methoxy)-7-isopropoxyisoquinoline-6-carboxamide